2-isocyano-4-methyl-1,1'-biphenyl [N+](#[C-])C1=C(C=CC(=C1)C)C1=CC=CC=C1